5-[5-(1-methyl-1H-1,3-benzodiazol-4-yl)-1,3,4-oxadiazol-2-yl]-2-[(propan-2-yl)amino]benzonitrile CN1C=NC2=C1C=CC=C2C2=NN=C(O2)C=2C=CC(=C(C#N)C2)NC(C)C